C(C)C(C(=O)O)C1=NN(C=C1)C1=NC=2N(C(=C1)N1CCOCC1)N=C(C2)C2=CC=NC=C2.C2(=CC=CC=C2)N2CC1(CCN(C1)C1=NC=CC(=N1)C(=O)NCC(=O)O)CC2 (2-(7-phenyl-2,7-diazaspiro[4.4]nonan-2-yl)pyrimidine-4-carbonyl)glycine ethyl-2-(1-(7-morpholino-2-(pyridin-4-yl)pyrazolo[1,5-a]pyrimidin-5-yl)-1H-pyrazol-3-yl)acetate